tert-butyl (R)-2-((7-(6-(bromomethyl)pyrrolo[2,1-f][1,2,4]triazin-4-yl)-5-chloro-1H-indol-1-yl)methyl)morpholine-4-carboxylate BrCC=1C=C2C(=NC=NN2C1)C=1C=C(C=C2C=CN(C12)C[C@@H]1CN(CCO1)C(=O)OC(C)(C)C)Cl